diiodomethyl alcohol IC(I)O